C(#N)C=1C2=C(C=NC1OCC1(CC1)NC(OC(C)(C)C)=O)CC(C2)C=O tert-Butyl N-[1-[(4-cyano-6-formyl-6,7-dihydro-5H-cyclopenta[c]pyridin-3-yl)oxymethyl]cyclopropyl]carbamate